2,3,6-trifluoro-4-nitrophenol FC1=C(C(=CC(=C1F)[N+](=O)[O-])F)O